3-{4-[3-(3,4-Dichloro-phenyl)-5-oxo-5H-thiazolo[3,2-a]pyrimidin-2-yl]-pyrimidin-2-ylamino}-benzenesulfonamide ClC=1C=C(C=CC1Cl)C1=C(SC=2N1C(C=CN2)=O)C2=NC(=NC=C2)NC=2C=C(C=CC2)S(=O)(=O)N